FC1=C(C=C(C(=C1)C)C1=CC(=NC(=C1)N1CCOCC1)C=1C=NN(C1)C)C1N(CCOC1C(F)(F)F)C(=O)N 2-fluoro-4-methyl-5-[2-(1-methylpyrazol-4-yl)-6-(morpholin-4-yl)pyridin-4-yl]phenyl-2-(trifluoromethyl)morpholine-4-carboxamide